N1[C@H](CCC1)CNC(OC(C)(C)C)=O |r| racemic-tert-butyl (pyrrolidin-2-ylmethyl)carbamate